(4-(4-chloro-2-fluorophenyl)piperidin-1-yl)benzaldehyde ClC1=CC(=C(C=C1)C1CCN(CC1)C1=C(C=O)C=CC=C1)F